ClC=1C=C(NC2(CCC3(C(CC4=CC(=C(C=C34)C)C)C[C@H](COC3=C4C(=NC=C3)C=CS4)C)CC2)C(=O)O)C=CC1 4-(3-Chloroanilino)-5',6'-dimethyl-2'-{(2R)-2-methyl-3-[(thieno[3,2-b]pyridin-7-yl)oxy]propyl}-2',3'-dihydrospiro[cyclohexane-1,1'-indene]-4-carboxylic acid